1-(((3S)-1-(((6R)-6-hydroxy-2-azaspiro[3.4]oct-2-yl)sulfonyl)-3-piperidinyl)carbonyl)-N-(4-(trifluoromethyl)benzyl)-D-prolinamide O[C@H]1CC2(CN(C2)S(=O)(=O)N2C[C@H](CCC2)C(=O)N2[C@H](CCC2)C(=O)NCC2=CC=C(C=C2)C(F)(F)F)CC1